C(CCC)C=1N(C(=C(C(N1)=O)CC1=CC=C(C=C1)C=1C(=NC=CC1)C)O)[C@@H](CC)C=1C=C(C#N)C=CC1 3-[(1S)-1-(2-butyl-6-hydroxy-5-{[4-(2-methylpyridin-3-yl)phenyl]methyl}-4-oxo-1,4-dihydropyrimidin-1-yl)propyl]benzonitrile